2-{2-[Methyl-(2,2,6,6-tetramethylpiperidin-4-yl)amino][1,3]thiazolo[4,5-b]pyrazin-6-yl}-5-(1H-pyrazol-4-yl)phenol-Hydrochlorid Cl.CN(C=1SC=2C(=NC=C(N2)C2=C(C=C(C=C2)C=2C=NNC2)O)N1)C1CC(NC(C1)(C)C)(C)C